tert-butyl (S)-(4-iodo-3-oxo-((1,1,1-trifluoro-2-methylpropan-2-yl)oxy)butan-2-yl)carbamate IC(C([C@H](C)NC(OC(C)(C)C)=O)=O)OC(C(F)(F)F)(C)C